FC1=C(C=CC=C1C)C[C@@H](CO)NC(OC(C)(C)C)=O tert-Butyl (S)-(1-(2-fluoro-3-methylphenyl)-3-hydroxypropan-2-yl)carbamate